C1(=CC=CC=C1)[C@H](C)NC1=NC(=NC=2N1N=CC2C(C)C)OC2CNCCC2 N-[(1S)-1-phenylethyl]-2-piperidin-3-yloxy-8-propan-2-ylpyrazolo[1,5-a][1,3,5]triazin-4-amine